C1=NCCC2=CN=CC=C12 3,4-dihydro-2,6-naphthyridin